C(C1=CC=CC=C1)C=1OC(=NN1)C=1OC=CC1 2-benzyl-5-(furan-2-yl)-1,3,4-oxadiazole